C(COCCOCCOCCOCC)(=O)[O-] 3,6,9,12-tetraoxatetradecan-1-oate